CN(C=1SC2=C(N1)C=CC(=C2)C=2C=C(C=1N(C2)C=C(N1)C)C(F)(F)F)C1CC(NC(C1)(C)C)(C)C N-methyl-6-[2-methyl-8-(trifluoromethyl)imidazo[1,2-a]pyridin-6-yl]-N-(2,2,6,6-tetramethylpiperidin-4-yl)-1,3-benzothiazol-2-amine